1-Fluoro-2-isothiocyanato-5-methyl-4-[(2,2,2-trifluoroethyl)sulfanyl]benzol FC1=C(C=C(C(=C1)C)SCC(F)(F)F)N=C=S